The molecule is an L-alpha-amino acid zwitterion obtained by transfer of a proton from the carboxy to the amino group of 3-cyano-L-alanine. It is the major microspecies at pH 7.3 (according to Marvin v 6.2.0.). It is a conjugate acid of a 3-cyano-L-alaninate. It is a tautomer of a 3-cyano-L-alanine. C(C#N)[C@@H](C(=O)[O-])[NH3+]